C1(=C(C(=CC(=C1)C)C)C(C(=O)OC(CC(OC(C1=CC=CC=C1)=O)C1=CC2=CC=CC=C2C=C1)C(F)(F)F)=O)C 4,4,4-trifluoro-1-(2-naphthyl)-1,3-butanediol benzoate mesitylglyoxylate